FC1CCCC1 1-fluorocyclopentane